ClC1=C(C=C(C=C1COC)COC)C(\C=C\C1=CC=CC=C1)=O 1-(2-chloro-3,5-dimethoxymethylphenyl)-3-phenyl-(2E)-2-propen-1-one